N1-(2-(5,7-dichloro-8-nitroquinolin-2-yl)ethyl)-N2,N2-dimethylethane-1,2-diamine ClC1=C2C=CC(=NC2=C(C(=C1)Cl)[N+](=O)[O-])CCNCCN(C)C